Quinolin-6-yl trifluoromethanesulfonate FC(S(=O)(=O)OC=1C=C2C=CC=NC2=CC1)(F)F